trans-3-(hydroxymethyl)-2-azabicyclo[3.1.1]heptan-4-ol OCC1NC2CC(C1O)C2